2-(2-(cyclopropyldifluoromethyl)-4-phenoxypyrimidin-5-yl)-7-thia-1,3-diazaspiro[4.4]nona-2,8-diene 7,7-dioxide C1(CC1)C(C1=NC=C(C(=N1)OC1=CC=CC=C1)C=1NC2(CN1)CS(C=C2)(=O)=O)(F)F